2-chloro-3-(3-oxopiperazin-1-yl)benzoic acid ClC1=C(C(=O)O)C=CC=C1N1CC(NCC1)=O